((1r,3s,5R,7S)-3-hydroxyadamantan-1-yl)-3-(4-(piperidine-1-carbonyl)phenyl)urea OC12CC3(C[C@H](C[C@@H](C1)C3)C2)NC(=O)NC2=CC=C(C=C2)C(=O)N2CCCCC2